O1C(=NC2=C1C=CC=C2)C2=CC=C(C=C2)C2=CC=C(C=C2)N(C2=CC=C(C=C2)C2=CC=C(C=C2)C2=CC1=C(N=C(O1)C1=CC=CC=C1)C=C2)C2=CC=CC=C2 N-(4'-benzoxazol-2-yl-[1,1']biphenyl-4-yl)-N-phenyl-N-{4'-(2-phenyl-benzoxazol-6-yl)-[1,1']biphenyl-4-yl}-amine